C1(=CC=CC=C1)C=1C(OC(C1)=O)=O 3-Phenylfuran-2,5-dione